octanyl mercaptan C(CCCCCCC)S